(2S)-1-{8-fluoro-7-[7-fluoro-3-(methoxymethoxy)-8-[2-(triisopropyl-silyl)ethynyl]naphthalen-1-yl]-2-methanesulfinylpyrido[4,3-d]pyrimidin-5-yl}-2-methylazetidine FC1=C(N=C(C2=C1N=C(N=C2)S(=O)C)N2[C@H](CC2)C)C2=CC(=CC1=CC=C(C(=C21)C#C[Si](C(C)C)(C(C)C)C(C)C)F)OCOC